C1(CC1)C1=NC(=C(C(=N1)NC1=NNC2=CC(=CC=C12)[C@@H]1C[C@@]12C(NC1=CC=C(C=C21)OC)=O)OC)N2CCS(CC2)(=O)=O (1R,2S)-2-(3-((2-cyclopropyl-6-(1,1-dioxidothiomorpholino)-5-methoxypyrimidin-4-yl)amino)-1H-indazol-6-yl)-5'-methoxyspiro[cyclopropane-1,3'-indolin]-2'-one